BrC1=C(C(=NC(=C1)C#N)C(CCC(=O)O)=O)O 4-(4-Bromo-6-cyano-3-hydroxy-pyridin-2-yl)-4-oxo-butyric acid